(E)-2-(2-bromo-4-chlorostyryl)-3-hydroxy-4H-pyran-4-one BrC1=C(/C=C/C=2OC=CC(C2O)=O)C=CC(=C1)Cl